((2R)-4-(4-methoxybenzyl)-5-methylmorpholin-2-yl)methanol COC1=CC=C(CN2C[C@@H](OCC2C)CO)C=C1